ClC=1C=CC(=C(C1)C1=C2C(=NC=C1)C(=CS2)C(=O)OC)C#CCO methyl 7-(5-chloro-2-(3-hydroxyprop-1-yn-1-yl)phenyl)thieno[3,2-b]pyridine-3-carboxylate